aluminum tris(trifluoromethyl-sulfonate) FC(F)(F)S(=O)(=O)[O-].FC(F)(F)S(=O)(=O)[O-].FC(F)(F)S(=O)(=O)[O-].[Al+3]